(S)-1-(3-((5-(4-fluorobenzoyl)-2-((4-(4-methylpiperazin-1-yl)phenyl)amino)-7H-pyrrolo[2,3-d]pyrimidin-4-yl)amino)piperidin-1-yl)prop-2-en-1-one FC1=CC=C(C(=O)C2=CNC=3N=C(N=C(C32)N[C@@H]3CN(CCC3)C(C=C)=O)NC3=CC=C(C=C3)N3CCN(CC3)C)C=C1